COCCOCCNC1=C(C=C(C=C1)S(=O)(=O)C=1C(=NC=CC1)C(=O)N)[N+](=O)[O-] (4-((2-(2-methoxyethoxy)ethyl)amino)-3-nitrophenylsulfonyl)picolinamide